CC1C(CC(C1)(C)C)(C1=CC=C(C=C1)O)C1=CC=C(C=C1)O 4,4'-(2,4,4-trimethylcyclopentan-1,1-diyl)diphenol